Cl.Cl.C(#N)CNC(C1=CC=C(C=C1)C1=NC(=NC=C1)NC1=CC=C(C=C1)N1CCOCC1)=O N-(cyanomethyl)-4-(2-(4-morpholinophenylamino)pyrimidin-4-yl)benzamide, dihydrochloride